(S)-3-((4-((2-hydroxy-1-phenylethyl)amino)-5-(1,3,4-oxadiazol-2-yl)pyrimidin-2-yl)amino)-9,9-dimethyl-11H-pyridazino[1,2-a]indazole-6,11(9H)-dione OC[C@H](C1=CC=CC=C1)NC1=NC(=NC=C1C=1OC=NN1)NC1=CC=C2C(N3N(C2=C1)C(C=CC3(C)C)=O)=O